2-(2,8-dimethylimidazo[1,2-b]pyridazin-6-yl)-6-[(2R,4R)-2-methyl-4-piperidyl]pyrido[2,3-d]pyridazin-5-one CC=1N=C2N(N=C(C=C2C)C=2C=CC3=C(C=NN(C3=O)[C@H]3C[C@H](NCC3)C)N2)C1